[Br+].C(C)N1C=[N+](C=C1)C 1-ethyl-3-methylimidazolium bromine